Ethyl (2-(2-(Naphthalen-2-yl)Thiazol-4-yl)Acetyl)Glycinate C1=C(C=CC2=CC=CC=C12)C=1SC=C(N1)CC(=O)NCC(=O)OCC